1,5,6,7,8-pentafluoro-4-phenylphthalazine FC1=NN=C(C2=C(C(=C(C(=C12)F)F)F)F)C1=CC=CC=C1